FC1=C(C(=CC=C1)C)C=1C=C2C(=CN1)NN=C2C2=CC=C(C=C2)N2CCN(CC2)C 5-(2-fluoro-6-methylphenyl)-3-(4-(4-methylpiperazin-1-yl)phenyl)-1H-pyrazolo[3,4-c]pyridine